ClN(S([O-])(=O)=O)Cl N,N-dichlorosulfamate